4-[[(3R)-3-[4-[2-(2-amino-3-pyridyl)-5-(2-fluorophenyl)imidazo[4,5-b]pyridin-3-yl]phenyl]pyrrolidin-1-yl]methyl]cyclohexanecarboxylic acid NC1=NC=CC=C1C1=NC=2C(=NC(=CC2)C2=C(C=CC=C2)F)N1C1=CC=C(C=C1)[C@@H]1CN(CC1)CC1CCC(CC1)C(=O)O